CC1=CC(=C(C=C1)C)N=C=O The molecule is an isocyanate that consists of phenyl isocyanate bearing two additional methyl substituents at positions 2 and 5. It has a role as a hapten.